COC=1C(=CC2=C(N(C=N2)COCC[Si](C)(C)C)C1)B1OC(C(O1)(C)C)(C)C 6-methoxy-5-(4,4,5,5-tetramethyl-1,3,2-dioxaborolan-2-yl)-1-[[2-(trimethylsilyl)ethoxy]methyl]-1,3-benzodiazole